rac-benzyl (1-(tert-butyl)-3-((1S,3R,4S)-3-methyl-4-(((4-nitrophenoxy)carbonyl)oxy)cyclopentyl)-1H-pyrazol-5-yl)carbamate C(C)(C)(C)N1N=C(C=C1NC(OCC1=CC=CC=C1)=O)[C@H]1C[C@H]([C@H](C1)OC(=O)OC1=CC=C(C=C1)[N+](=O)[O-])C |r|